(S)-2-((4-(3-((4-cyano-2-fluorobenzyl)oxy)phenyl)piperazin-1-yl)methyl)-1-(oxetan-2-ylmethyl)-1H-benzo[d]imidazole-6-carboxylic acid C(#N)C1=CC(=C(COC=2C=C(C=CC2)N2CCN(CC2)CC2=NC3=C(N2C[C@H]2OCC2)C=C(C=C3)C(=O)O)C=C1)F